ClC1=C(C(=O)NC2=C3C(N(CC3=CC=C2)[C@H](C)C(C)(C)O)=O)C(=CC=C1F)Cl (R)-2,6-dichloro-3-fluoro-N-(2-(3-hydroxy-3-methylbutan-2-yl)-3-oxoisoindolin-4-yl)benzamide